C(C(C)C)OC(C)=O.C(C)(=O)OCCC(C)C 3-methylbutyl acetate isobutyl-acetate